BrC=1C=C(C2=C(N(N=N2)[C@H](C)C2=C(C=C(C=C2)Cl)Cl)C1)C (R)-6-bromo-1-(1-(2,4-dichlorophenyl)ethyl)-4-methyl-1H-benzo[d][1,2,3]triazole